O=C1NC(CCC1N1C(N(C2=C1C=C(C=C2)C2CCN(CC2)CC2CCN(CC2)C(=O)OC)C)=O)=O methyl 4-((4-(3-(2,6-dioxopiperidin-3-yl)-1-methyl-2-oxo-2,3-dihydro-1H-benzo[d]imidazol-5-yl)piperidin-1-yl)methyl)piperidine-1-carboxylate